BrC1=CC(=C(C=N1)C1(C(C=CC=C1)N)N)C 1-(6-bromo-4-methylpyridin-3-yl)benzene-1,2-diamine